FC=1C=C(C=CC1)C1CCC2=NC=3C(=NC(=CC3)C=3C=NC(=NC3)N3CC4N(CC3)C(NC4)=O)N21 7-(5-(8-(3-fluorophenyl)-7,8-dihydro-6H-pyrrolo[2',1':2,3]imidazo[4,5-b]pyridin-2-yl)pyrimidin-2-yl)hexahydroimidazo[1,5-a]pyrazin-3(2H)-one